BrC=1C=C2CC(C(C2=CC1)N)OC 5-bromo-2-methoxy-2,3-dihydro-1H-inden-1-amine